3-((6,7-dimethoxyquinazolin-4-yl)amino)-4-fluoro-2-methylphenol COC=1C=C2C(=NC=NC2=CC1OC)NC=1C(=C(C=CC1F)O)C